3-[4-[3-[[(3S,4R)-3-fluoro-4-piperidyl]oxymethyl]azetidin-1-yl]-3-methyl-2-oxo-benzimidazol-1-yl]piperidine-2,6-dione F[C@H]1CNCC[C@H]1OCC1CN(C1)C1=CC=CC=2N(C(N(C21)C)=O)C2C(NC(CC2)=O)=O